4-tert-butyl-2-trifluoromethyloxazole-5(2H)-one C(C)(C)(C)C1=NC(OC1=O)C(F)(F)F